4-Methoxy-5-((methoxy-d3)methyl)-3-nitropyrazolo[1,5-a]pyridine COC=1C=2N(C=CC1COC([2H])([2H])[2H])N=CC2[N+](=O)[O-]